ClC=1C=C(C=CC1Cl)C=1N=C(SC1SC(C)C)N1N=C(C(=C1C(=O)O)C=1C=C(C=CC1)C)C 1-(4-(3,4-dichlorophenyl)-5-(isopropylsulfanyl)thiazol-2-yl)-3-methyl-4-m-tolyl-1H-pyrazole-5-carboxylic acid